(6-(2-hydroxy-4-(trifluoromethyl)phenyl)-5-methyl-1,2,4-triazin-3-yl)-2-(methylamino)acetamide Dimethyl-2-Heptylmalonate COC(C(C(=O)OC)CCCCCCC)=O.OC1=C(C=CC(=C1)C(F)(F)F)C1=C(N=C(N=N1)C(C(=O)N)NC)C